N(CC1=CC=CC2=C1C=C(O2)CCC(C(=O)O)C2CNCC2)(CC2=CC=CC1=C2C=C(O1)CCC(C(=O)O)C1CNCC1)CC1=CC=CC2=C1C=C(O2)CCC(C(=O)O)C2CNCC2 4,4',4''-((nitrilotris(methylene))tris(benzofuran-4,2-diyl))tris(2-(pyrrolidin-3-yl)butanoic acid)